N1(CCOCC1)C1=CC=C(C(=O)NC2CCC(CC2)NC2=CC=CC=3N2C=C(N3)C(F)(F)F)C=C1 4-(morpholin-4-yl)-N-[(1s,4s)-4-{[2-(trifluoromethyl)imidazo[1,2-a]pyridin-5-yl]amino}cyclohexyl]benzamide